FC=1C=C(C=CC1F)C=CC(=O)N[C@H](C)C1=CC(=C(C=C1)F)N1CCOCC1 |r| (±)-3-(3,4-Difluoro-phenyl)-N-[1-(4-fluoro-3-morpholin-4-yl-phenyl)-ethyl]-acrylamide